COC(=O)C1CC2(C1)CC(C2)C2=CN(C1=CC=CC(=C21)OC)C2=CC=C(C=C2)F.BrC=2N=NC=C(C2)C2=CC=C(C=C2)C(C)(C)C 3-bromo-5-(4-(tert-butyl)phenyl)pyridazine methyl-6-[1-(4-fluorophenyl)-4-methoxy-indol-3-yl]spiro[3.3]heptane-2-carboxylate